OC(CCOC1=C(C=CC=C1)C1CCN(CC1)C1CC2(CN(C2)C=O)CC1)(C)C (6-(4-(2-(3-hydroxy-3-methylbutyloxy)phenyl)piperidin-1-yl)-2-azaspiro[3.4]octan-2-yl)methanone